OCC(CC1(CCC(CC1)CC)C(=O)[O-])(CC1(CCC(CC1)CC)C(=O)[O-])C 2-(hydroxymethyl)-2-methylpropane-1,3-diylbis(4-ethylcyclohexane-1-carboxylate)